CN(C1=CC=C(C=C1)C1=NC2=C(N1)C=CC(=C2)[N+](=O)[O-])C N,N-dimethyl-4-(5-nitro-1H-benzo[d]imidazol-2-yl)aniline